C(C)OC1=CC(CC(C1)(C)C)=[O+]CC (3-ethoxy-5,5-dimethyl-cyclohex-2-en-1-ylidene)-ethyl-oxonium